1-(5-tert-butyl-2H-pyrazol-3-yl)-3-[4-(5-{6-[2-(2,6-dioxopiperidin-3-yl)-1-oxo-2,3-dihydro-1H-isoindol-4-yl]-hex-5-ynyl}-benzimidazol-1-yl)-phenyl]-urea C(C)(C)(C)C=1C=C(NN1)NC(=O)NC1=CC=C(C=C1)N1C=NC2=C1C=CC(=C2)CCCCC#CC2=C1CN(C(C1=CC=C2)=O)C2C(NC(CC2)=O)=O